C(C)(C)(C)OC(N[C@@H]1CC[C@H](CC1)NC1=CC=C(C=C1)Br)=O (trans-4-((4-bromophenyl)amino)cyclohexyl)carbamic acid tert-butyl ester